[Zn+2].C[O-].C[O-] dimethanolate zinc